C(N)(=O)C1=CC(=NC2=C1N=CN=C2N[C@@H]2CN(CCC2)C(=O)OC(C)(C)C)C2=CC=C(C=C2)CN2C1COCC2COC1 tert-butyl (3S)-3-[[8-carbamoyl-6-(4-[3,7-dioxa-9-azabicyclo[3.3.1]nonan-9-ylmethyl]phenyl) pyrido[3,2-d]pyrimidin-4-yl]amino]piperidine-1-carboxylate